BrC1=CC=C(C=C1)[C@H]1CO[C@@H](CN1)C1CC1 |r| rac-(2r,5s)-5-(4-bromophenyl)-2-cyclopropylmorpholine